C(C)(=O)C1CCC2=C(C=CO2)C1=O 5-acetyl-6,7-dihydro-4(5H)-benzofuranone